C1(CCCC1)NC=1C2=C(N=C(N1)OC)N(C=C2)[C@H]2[C@@H]([C@@H]([C@H](O2)COCP(O)(O)=O)O)O [(2R,3S,4R,5R)-5-[4-(cyclopentylamino)-2-methoxy-pyrrolo[2,3-d]pyrimidin-7-yl]-3,4-dihydroxy-tetrahydro-furan-2-yl]methoxy-methylphosphonic acid